C12C3C=CCC3C(CC1)C2 tricyclo[5.2.1.02,6]dec-3-en